(Z)-6'-(Difluoromethyl)-N'-hydroxy-4-methyl-[3,4'-bipyridine]-2'-carboximidamide FC(C1=CC(=CC(=N1)/C(/N)=N/O)C=1C=NC=CC1C)F